ClC=1C=CC(=C(C1)NC(OCC=1C=CC2=C(N=C(O2)C2C(NC(CC2)=O)=O)C1)=O)F (2-(2,6-dioxopiperidin-3-yl)benzo[d]oxazol-5-yl)methyl (5-chloro-2-fluorophenyl)carbamate